C1(CC1)COC1=C(C=C(C=C1)C=1SC2=C(C(=CC(N2C1C(=O)O)=O)CC1=CC=CC2=CC=CC=C12)OC)C 8-[4-(cyclopropylmethoxy)-3-methyl-phenyl]-5-methoxy-4-[(1-naphthyl)methyl]-2-oxo-7-thia-1-azabicyclo[4.3.0]non-3,5,8-triene-9-carboxylic acid